(2S)-1-(hexyloxy)-3-[(11Z,14Z)-icosa-11,14-dien-1-yloxy]-N,N-dimethylpropan-2-amine C(CCCCC)OC[C@@H](COCCCCCCCCCC\C=C/C\C=C/CCCCC)N(C)C